COC1=CC=C(C=C1)C1NC2=CC=CC=C2C(N1)=O 2-(4-methoxyphenyl)-2,3-dihydro-quinazolin-4(1H)-one